N1=C(C=CC2=CC=CN=C12)CCCC(=O)OCC Ethyl 4-(1,8-naphthyridin-2-yl)butyrate